Tri-iso-butyl(methyl)phosphonium C(C(C)C)[P+](C)(CC(C)C)CC(C)C